O=C1NCCCC[C@@H]1NCC1=C(SC=C1)C(=O)OC methyl (S)-3-(((2-oxoazepan-3-yl)amino)methyl)thiophene-2-carboxylate